ethyl (1S,3S,5S)-2-((4-(4-bromophenoxy)benzoyl)glycyl)-5-methyl-2-azabicyclo-[3.1.0]hexane-3-carboxylate BrC1=CC=C(OC2=CC=C(C(=O)NCC(=O)N3[C@H]4C[C@]4(C[C@H]3C(=O)OCC)C)C=C2)C=C1